COC(CC1N(CC(N(C1)CC1=CC=C(C=C1)OC)CC#N)C=1C2=C(N=C(N1)Cl)CN(CC2)C2=CC=CC1=CC=CC=C21)=O 2-(1-(2-chloro-7-(naphthalen-1-yl)-5,6,7,8-tetrahydropyrido[3,4-d]pyrimidin-4-yl)-5-(cyanomethyl)-4-(4-methoxybenzyl)piperazin-2-yl)acetic acid methyl ester